CN1N=CC(=C1)C1=CC=C(CNC2=CC(=NC=N2)C2=CN=C3N2C=CC(=C3)N3CC(CC3)O)C=C1 1-(3-{6-[4-(1-methyl-1H-pyrazol-4-yl)-benzylamino]-pyrimidin-4-yl}-imidazo[1,2-a]pyridin-7-yl)-pyrrolidin-3-ol